COC=1C=C(CN(C(=O)NCC2=CC=C(C=C2)OCC)C2CCN(CC2)C)C=CC1OCC1=NC=CC(=C1C)OCC(F)(F)F 1-{3-methoxy-4-{[3-methyl-4-(2,2,2-trifluoroethoxy)pyridin-2-yl]methoxy}benzyl}-1-(1-methylpiperidin-4-yl)-3-(4-ethoxybenzyl)urea